CC1(C2(C(=O)/C(=C(\[O-])/C(F)(F)F)/C1CC2)C)C.CC1(C2(C(=O)/C(=C(\[O-])/C(F)(F)F)/C1CC2)C)C.CC1(C2(C(=O)/C(=C(\[O-])/C(F)(F)F)/C1CC2)C)C.[Eu+3] europium tris[3-(trifluoromethylhydroxymethylene)-(+)-camphorate]